ClC1=CC=C(C(=N1)C1=NOC(N1)=O)N[C@H](C)C=1C=C(C=C2C(C(=C(OC12)C1=C(C=CC=C1F)F)C)=O)C 3-[6-Chloro-3-[[(1R)-1-[2-(2,6-difluorophenyl)-3,6-dimethyl-4-oxo-chromen-8-yl]ethyl]amino]-2-pyridyl]-4H-1,2,4-oxadiazol-5-one